FC1=C(C=CC(=C1)OC1=CC=C(C=C1)F)NC(OCC=1C(=C2C(N(CC2=CC1)C1C(NC(CC1)=O)=O)=O)OC1CCOCC1)=O [2-(2,6-dioxopiperidin-3-yl)-4-(oxan-4-yloxy)-3-oxo-2,3-dihydro-1H-isoindol-5-yl]methyl N-[2-fluoro-4-(4-fluorophenoxy)phenyl]carbamate